2-PROPYL-4-PENTENOIC ACID C(CC)C(C(=O)O)CC=C